C(C)(C)(C)C1=NC(=CC=C1)C(C)(C)C 2,6-di-tert-butylpyridine